(5'-(4-(3-chlorophenyl)-6-phenyl-1,3,5-triazin-2-yl)-[1,1':3',1''-terphenyl]-2-yl)-2-ethyl-1H-benzo[d]imidazole ClC=1C=C(C=CC1)C1=NC(=NC(=N1)C1=CC=CC=C1)C=1C=C(C=C(C1)C1=C(C=CC=C1)N1C(=NC2=C1C=CC=C2)CC)C2=CC=CC=C2